CC1=NNC(=C1C1=CC=C(NC([C@H]([C@@H]2CCCC3=CC=C(C=C23)C=2C=C3CN(CC3=CC2)C)NC(=O)C=2N(N=CC2)C)=O)C=C1)C N-[(1S)-2-[4-(3,5-dimethyl-1H-pyrazol-4-yl)anilino]-1-[(1R)-7-(2-methylisoindolin-5-yl)tetralin-1-yl]-2-oxo-ethyl]-2-methyl-pyrazole-3-carboxamide